OC=1C(=NC=CC1OC)C(=O)NC=1C=C2C=CC(=NC2=CC1)OC(C)C(C)C 3-hydroxy-4-methoxy-N-(2-((3-methylbutan-2-yl)oxy)quinolin-6-yl)picolinamide